4-((S)-2-(dimethylamino)-3-((R)-5-methyl-3-phenylhexanamido)propyl)benzamide CN([C@@H](CC1=CC=C(C(=O)N)C=C1)CNC(C[C@@H](CC(C)C)C1=CC=CC=C1)=O)C